BrC1=C(C(=CC(=C1)F)Br)[N+](=O)[O-] 1,3-dibromo-5-fluoro-2-nitrobenzene